C(C=1C(O)=CC=CC1)(=O)OC(C1=CC(C(=O)OC(C=2C(O)=CC=CC2)=O)=CC(C(=O)OC(C=2C(O)=CC=CC2)=O)=C1)=O trimesyl tris(salicylate)